C1C(NCCC2=C1C=CC=C2)CO (2,3,4,5-tetrahydro-1H-3-benzazepin-2-yl)methanol